[Cl-].C(CCCCCCCCC)O[C@H]1[C@@H](O[C@@H]([C@@H]1OCCCCCCCCCC)COC(CCCCCCCCC)=O)[N+]1=CC(=CC=C1)C(N)=O 1-((2R,3R,4S,5R)-3,4-didecyloxy-5-(decanoyloxymethyl)tetrahydrofuran-2-yl)-3-carbamoylpyridin-1-ium chloride